phenylthiophenylmethylthiazolidine-2,4-dione C1(=CC=CC=C1)C1C(N(C(S1)=O)CC=1SC=CC1)=O